4-(4-((3-carbamoyl-6-(2-oxa-6-azaspiro[3.4]oct-6-yl)pyrazin-2-yl)amino)phenyl)piperidine-1-carboxylic acid tert-butyl ester C(C)(C)(C)OC(=O)N1CCC(CC1)C1=CC=C(C=C1)NC1=NC(=CN=C1C(N)=O)N1CC2(COC2)CC1